3-O-(6'-O-(11Z-eicosenoyl)-beta-D-glucopyranosyl)-cholest-5-en-3beta-ol CCCCCCCC/C=C\CCCCCCCCCC(=O)OCC1[C@H](C(C([C@@H](O1)O[C@H]2CC[C@@]3([C@H]4CC[C@]5([C@H]([C@@H]4CC=C3C2)CC[C@@H]5[C@H](C)CCCC(C)C)C)C)O)O)O